ClC=1N=C(C2=C(N1)CN(CC2)C2=CC=CC1=CC=CC(=C21)C)N2C[C@@H](N(CC2)C(=O)OCC2=CC=CC=C2)CC#N benzyl (s)-4-(2-chloro-7-(8-methylnaphthalen-1-yl)-5,6,7,8-tetrahydropyrido[3,4-d]pyrimidin-4-yl)-2-(cyanomethyl)piperazine-1-carboxylate